FC(C(C(=O)O)(C)O)(F)F 3,3,3-Trifluoro-2-hydroxy-2-methyl-propanoic acid